(7-(2-(4-(6-fluorobenzo[b]thiophen-4-yl)piperazin-1-yl)ethyl)-2-oxo-3,4-dihydroquinolin-1(2H)-yl)methyl nonanoate C(CCCCCCCC)(=O)OCN1C(CCC2=CC=C(C=C12)CCN1CCN(CC1)C1=CC(=CC=2SC=CC21)F)=O